1-(3,5-Dichlorophenyl)-4-((4-(2-(N-methylmethylsulfonamido)-5-vinylbenzamido)phenyl)sulfonyl)piperazine 1-oxide ClC=1C=C(C=C(C1)Cl)[N+]1(CCN(CC1)S(=O)(=O)C1=CC=C(C=C1)NC(C1=C(C=CC(=C1)C=C)N(S(=O)(=O)C)C)=O)[O-]